C1(CC1)N1N=CC(=CC1=O)SCC1=CC=C(C=C1)OC 2-cyclopropyl-5-((4-methoxybenzyl)thio)pyridazin-3(2H)-one